2-(1-methyl-1H-indazol-5-yl)-7-(piperidin-4-yl)-4H-pyrido[1,2-a]pyrimidin-4-one CN1N=CC2=CC(=CC=C12)C=1N=C2N(C(C1)=O)C=C(C=C2)C2CCNCC2